C(=O)O.ClC1=C(C(=O)N2CCN(CC2)C(=O)N[C@@H]2CNCC2)C=CC(=C1)NC=1C=2N(C=CN1)C(=CN2)C=2C(=NN(C2)CC#N)C(F)(F)F 4-[2-chloro-4-[[3-[1-(cyanomethyl)-3-(trifluoromethyl)pyrazol-4-yl]imidazo[1,2-a]pyrazin-8-yl]amino]benzoyl]-N-[(3S)-pyrrolidin-3-yl]piperazine-1-carboxamide formate